ClC1=CN(C=2N=NC(=CC21)C(=O)NC2CC=1C=C(C(=NC1CC2)N2CC(C(C2)NC)OC)F)CC 5-chloro-7-ethyl-N-{3-fluoro-2-[3-methoxy-4-(methylamino)pyrrolidin-1-yl]-5,6,7,8-tetrahydroquinolin-6-yl}-7H-pyrrolo[2,3-c]pyridazine-3-carboxamide